methyl 4-allyloxy-3,5-dipentylbenzoate C(C=C)OC1=C(C=C(C(=O)OC)C=C1CCCCC)CCCCC